2-(4-fluorophenylimino)-4-phenylthiazole FC1=CC=C(C=C1)N=C1SC=C(N1)C1=CC=CC=C1